3-[Benzyl(propan-2-yl)amino]-1-(naphthalen-2-yl)propan-1-one C(C1=CC=CC=C1)N(CCC(=O)C1=CC2=CC=CC=C2C=C1)C(C)C